C1(C(C(C(C(C1[2H])([2H])[2H])([2H])[2H])([2H])[2H])([2H])[2H])([2H])C1=C(C(=NN=N1)C1=C(C=CC=C1)C1=C(C=CC=2[Se]C3=C(C21)C=CC=C3)C3=C(C(=CC=2C1=CC=CC=C1CC32)C)C)C3(C(C(C(C(C3[2H])([2H])[2H])([2H])[2H])([2H])[2H])([2H])[2H])[2H] [(diphenyl-d10)triazinyl][(dimethylfluorenyl)dibenzoselenophenyl]benzene